IC=1C=C(C(=O)OC)C=C(C1C)C methyl 3-iodo-4,5-dimethylbenzoate